fluoro-4-hydroxy-5-nitro-[1,1'-biphenyl]-3-carbaldehyde FC1=C(C=C(C(=C1C=O)O)[N+](=O)[O-])C1=CC=CC=C1